(6-bromo-1-oxo-isoindolin-2-yl)-2-[5-fluoro-2-(methoxymethoxy)phenyl]acetic acid BrC1=CC=C2CN(C(C2=C1)=O)C(C(=O)O)C1=C(C=CC(=C1)F)OCOC